tert-butyl 4-[3-bromo-2-(trifluoromethyl) phenoxy]-5H,6H,7H,8H-pyrido[3,4-d]pyrimidine-7-carboxylate BrC=1C(=C(OC=2C3=C(N=CN2)CN(CC3)C(=O)OC(C)(C)C)C=CC1)C(F)(F)F